4-Hydroxy-1-methyl-pyrrolidin OC1CCN(C1)C